methyl (1R,4r)-4-((R)-1-(methylamino)propyl)cyclohexane-1-carboxylate hydrochloride Cl.CN[C@H](CC)C1CCC(CC1)C(=O)OC